benzyl ((1-(4-aminobutyl)-1H-imidazo[4,5-c]quinolin-2-yl)methyl)(ethyl)carbamate NCCCCN1C(=NC=2C=NC=3C=CC=CC3C21)CN(C(OCC2=CC=CC=C2)=O)CC